5-(4-(Hexyloxy)-1,2,5-thiadiazol-3-yl)-1-methyl-1-(phenyl((propoxycarbonyl)oxy)methyl)-1,2,3,6-tetrahydropyridin-1-ium iodide [I-].C(CCCCC)OC=1C(=NSN1)C1=CCC[N+](C1)(C(OC(=O)OCCC)C1=CC=CC=C1)C